C(C)(C)(C)OC(=O)N1[C@H]([C@@H](CC1)C(=O)N1CC(C1)C=1C=NC=CC1)C1=CC=CC=C1 |r| (±)-trans-phenyl-3-{[3-(pyridin-3-yl)azetidin-1-yl]carbonyl}pyrrolidine-1-carboxylic acid tert-butyl ester